2-(3-(4-(8-chloro-7-((2-methyl-1H-benzo[d]imidazol-6-yl)oxy)quinoxalin-2-yl)-1H-pyrazol-1-yl)-1-(ethylsulfonyl)azetidin-3-yl)acetonitrile ClC=1C(=CC=C2N=CC(=NC12)C=1C=NN(C1)C1(CN(C1)S(=O)(=O)CC)CC#N)OC=1C=CC2=C(NC(=N2)C)C1